6,6'-di-tert-butyl-2,2'-methylenedi-p-cresol C(C)(C)(C)C=1C=C(C=C(C1O)CC1=CC(=CC(=C1O)C(C)(C)C)C)C